2-(((6-(5-fluorobenzo[d]thiazol-7-yl)-2-(1-(trifluoromethyl)cyclopropane-1-carbonyl)-2,6-diazaspiro[3.4]octan-8-yl)methoxy)methyl)-6-(4-(trifluoromethyl)cyclohexyl)benzoic acid FC=1C=C(C2=C(N=CS2)C1)N1CC2(CN(C2)C(=O)C2(CC2)C(F)(F)F)C(C1)COCC1=C(C(=O)O)C(=CC=C1)C1CCC(CC1)C(F)(F)F